C(C)OC1=C(C=C2CCN(C(C2=C1)CCC1=CNC2=CC=C(C=C12)OC)C(=O)C=1N=COC1)OC (7-ethoxy-6-methoxy-1-(2-(5-methoxy-1H-indol-3-yl)ethyl)-3,4-dihydroisoquinolin-2(1H)-yl)(oxazol-4-yl)methanone